NC1=NC(=C(C(=N1)N)OCCCOC=1C=CC(=C(C(=O)O)C1)F)CC 5-[3-(2,4-diamino-6-ethylpyrimidin-5-yloxy)propoxy]-2-fluorobenzoic acid